FC=1C=C(C=CC1)C=1C=C(C(=NC1)C(=NO)N)[S@](=O)C 5-(3-fluorophenyl)N'-hydroxy-3-[(R)-methylsulfinyl]pyridine-2-carboxamidine